C(CCC)OB([O-])[O-] butyl-borate